7-(5-fluoro-4-(1-(1-(4-fluorophenyl)ethyl)-1H-pyrazol-4-yl)pyrimidin-2-yl)-[1,2,4]triazolo[1,5-a]pyridin-2-amine FC=1C(=NC(=NC1)C1=CC=2N(C=C1)N=C(N2)N)C=2C=NN(C2)C(C)C2=CC=C(C=C2)F